ClC1=CC=2N(C=C1C1CC(N(C(C1)([2H])[2H])S(=O)(=O)C=1C=NN(C1CC#N)C)([2H])[2H])N=CN2 2-(4-((4-(7-chloro-[1,2,4]triazolo[1,5-a]pyridin-6-yl)piperidin-1-yl-2,2,6,6-d4)sulfonyl)-1-methyl-1H-pyrazol-5-yl)acetonitrile